4-(4-{3-[(2R)-2-methyl-pyrrolidin-1-yl]-propoxy}-phenoxy)-piperidine dihydrochloride salt Cl.Cl.C[C@H]1N(CCC1)CCCOC1=CC=C(OC2CCNCC2)C=C1